NC1=CC(=C(C=C1)NC(OC(C)(C)C)=O)F tert-butyl (4-amino-2-fluorophenyl)carbamate